(S)-2-((tert-butoxycarbonyl)amino)-3-(1,4-cyclohexadien-1-yl)propanoic acid C(C)(C)(C)OC(=O)N[C@H](C(=O)O)CC1=CCC=CC1